5-bromo-4-iodo-2-(trifluoromethoxy)aniline BrC=1C(=CC(=C(N)C1)OC(F)(F)F)I